N-((5S,6R)-6-((4-cyclopropyl-2-(methylcarbamoyl)-6-nitrophenyl)amino)spiro[2.5]oct-5-yl)-2-oxo-1,2-dihydroquinoline-4-carboxamide C1(CC1)C1=CC(=C(C(=C1)[N+](=O)[O-])N[C@H]1[C@H](CC2(CC2)CC1)NC(=O)C1=CC(NC2=CC=CC=C12)=O)C(NC)=O